4-((2S,4S)-4-(3-cyanoazetidin-1-yl)-1-((5-cyclopropyl-7-methyl-1H-indol-4-yl)methyl)piperidin-2-yl)benzoic acid C(#N)C1CN(C1)[C@@H]1C[C@H](N(CC1)CC1=C2C=CNC2=C(C=C1C1CC1)C)C1=CC=C(C(=O)O)C=C1